Hydrazin monohydrate O.NN